CC1([C@@H]([C@H]1C1=CC(=CC=C1)C=1C2=C(N=C(N1)N1[C@H](CC1)C)CCC2)C(=O)O)C (1R,3R)-2,2-dimethyl-3-(3-(2-((S)-2-methylazetidin-1-yl)-6,7-dihydro-5H-cyclopenta[d]pyrimidin-4-yl)phenyl)cyclopropane-1-carboxylic acid